OC1CCN(CC1)C(=O)C=1C2=C(N(N1)CC(=O)N1CCC(CC1)OC1=C(C=CC=C1)C)CCCCC2 2-(3-(4-hydroxypiperidine-1-carbonyl)-5,6,7,8-tetrahydrocyclohepta[c]pyrazol-1(4H)-yl)-1-(4-(o-tolyloxy)piperidin-1-yl)ethanone